N=1C=C(N2N=CC=CC21)C#CC=2C=C(C(=O)NC1=CC(=C(C=C1)CN1CCN(CC1)C)C(F)(F)F)C=CC2C 3-(imidazo[1,2-b]pyridazin-3-ylethynyl)-4-methyl-N-[4-[(4-methyl-1-piperazinyl)methyl]-3-(trifluoromethyl)phenyl]benzamide